1-(3-chloro-3'-(2-(4-(cyclopropylmethyl)piperazin-1-yl)pyridin-4-yl)-5'-fluoro-2'-methoxy-[1,1'-biphenyl]-4-yl)-3-methyl-1H-imidazol-2(3H)-one ClC=1C=C(C=CC1N1C(N(C=C1)C)=O)C1=C(C(=CC(=C1)F)C1=CC(=NC=C1)N1CCN(CC1)CC1CC1)OC